methyl 6-chloro-4-[(1E)-2-(3,5-difluorophenyl)ethenyl]-7-methoxy-3,4-dihydro-2H-1,4-benzoxazine-8-carboxylate ClC=1C(=C(C2=C(N(CCO2)\C=C\C2=CC(=CC(=C2)F)F)C1)C(=O)OC)OC